4-(3-(4-(2-(4-methoxy-phenyl)propan-2-yl)thiazol-2-yl)ureido)-N-(piperidin-4-yl)butanamide COC1=CC=C(C=C1)C(C)(C)C=1N=C(SC1)NC(NCCCC(=O)NC1CCNCC1)=O